N(C1=CC=CC=C1)C=1C=C(C=CC1[N+](=O)[O-])S(=O)(=O)NC1(CC1)C 3-anilino-N-(1-methylcyclopropyl)-4-nitrobenzenesulfonamide